1-(5-(2,4-difluorophenyl)-1-((3-fluorophenyl)sulfonyl)-4-methoxy-1H-pyrrol-3-yl)-N-methylmethylamine phosphate P(=O)(O)(O)O.FC1=C(C=CC(=C1)F)C1=C(C(=CN1S(=O)(=O)C1=CC(=CC=C1)F)CNC)OC